2-benzyl-6-(pyridin-3-yl)isoquinolin-1(2H)-one C(C1=CC=CC=C1)N1C(C2=CC=C(C=C2C=C1)C=1C=NC=CC1)=O